N-(5-(4-acetamidophenyl)thiazolo[5,4-b]pyridin-2-yl)-3-(5-cyano-2-methoxyphenyl)isonicotinamide C(C)(=O)NC1=CC=C(C=C1)C1=CC=C2C(=N1)SC(=N2)NC(C2=C(C=NC=C2)C2=C(C=CC(=C2)C#N)OC)=O